ClC1=NC=C(C(=C1)O[C@H](C)C1=C(C=C(C=C1)Cl)Cl)CC 2-chloro-4-[(1R)-1-(2,4-dichlorophenyl)ethoxy]-5-ethylpyridine